4-oxaloacetoyl-pyrrole C(=O)(C(=O)O)CC(=O)C=1C=CNC1